N-(5-methyl-1,2-oxazol-3-yl)-2-{[({4-[(1-phenylethyl)amino]phenyl}carbamoyl)methyl]sulfanyl}propanamide CC1=CC(=NO1)NC(C(C)SCC(NC1=CC=C(C=C1)NC(C)C1=CC=CC=C1)=O)=O